3-fluoro-6-methyl-N-(5-methyl-2-(5-(4,4,5,5-tetramethyl-1,3,2-dioxaborolan-2-yl)pyridin-2-yl)octahydrocyclopenta[c]pyrrol-5-yl)picolinamide FC=1C(=NC(=CC1)C)C(=O)NC1(CC2C(CN(C2)C2=NC=C(C=C2)B2OC(C(O2)(C)C)(C)C)C1)C